lithium 3-(7-chloroimidazo[1,5-a]pyridin-8-yl)propanoate ClC1=C(C=2N(C=C1)C=NC2)CCC(=O)[O-].[Li+]